COC(C(C)NC(C(F)(F)F)=O)=O 2-(2,2,2-trifluoroacetamido)propionic acid methyl ester